N-((1r,3r)-3-(3-chloro-4-cyanophenoxy)-2,2,4,4-tetramethylcyclobutyl)-6-(4-((2-(2,6-dioxopiperidin-3-yl)-4-fluoro-1-oxoisoindoline-5-yl)methyl)piperazin-1-yl)pyridazine-3-carboxamide ClC=1C=C(OC2C(C(C2(C)C)NC(=O)C=2N=NC(=CC2)N2CCN(CC2)CC=2C(=C3CN(C(C3=CC2)=O)C2C(NC(CC2)=O)=O)F)(C)C)C=CC1C#N